CN1N=CC2=CC(=CC=C12)C(N1CCN(CC1)C(=O)N1N=NC2=C1C=CC(=C2)C#N)C=2C=C1C=NN(C1=CC2)C 1-(4-(bis(1-methyl-1H-indazol-5-yl)methyl)piperazine-1-carbonyl)-1H-benzo[d][1,2,3]triazole-5-carbonitrile